ClC=1C2=C(C(=NC1)C=1C3=C(C=4C=NC(=NC4C1F)N1C[C@H](CC1)N(C)C)COC3)C(=C(S2)NC(OC(C)(C)C)=O)C#N tert-Butyl (7-chloro-3-cyano-4-(3-((S)-3-(dimethylamino)pyrrolidin-1-yl)-5-fluoro-7,9-dihydrofuro[3,4-f]quinazolin-6-yl)thieno[3,2-c]pyridin-2-yl)carbamate